FC1=CC=CC=2NC(=NC21)C(Cl)(Cl)Cl 4-fluoro-2-(trichloromethyl)-1H-benzo[d]imidazole